O1C(CCCC1)N1N=CC(=C1)C=O (1-(tetrahydro-2H-pyran-2-yl)-1H-pyrazol-4-yl)methanone